N-(1-(1-(2-(4-(2,3-Dimethylphenyl)piperazin-1-yl)-2-oxoethyl)-4,5,6,7-tetrahydro-1H-indazol-3-carbonyl)piperidin-4-yl)-3-hydroxypropanamid CC1=C(C=CC=C1C)N1CCN(CC1)C(CN1N=C(C=2CCCCC12)C(=O)N1CCC(CC1)NC(CCO)=O)=O